C(C(C)C)C1=CC(=NN1C1=NN(C=C1)CC(F)(F)F)NC1=C(C(=O)[O-])C=C(C=N1)C=1SC=CC1 2-((5-isobutyl-1'-(2,2,2-trifluoroethyl)-1'H-[1,3'-bipyrazole]-3-yl)amino)-5-(thiophen-2-yl)nicotinate